C(C)(C)(C)OC(=O)N[C@H]1C=C[C@@](C1)(C(=O)[O-])CC1=CC(=C(C=C1)F)C1=NC=C(C=N1)F (1R,4R)-4-((tert-butoxycarbonyl)amino)-1-(4-fluoro-3-(5-fluoropyrimidin-2-yl)benzyl)cyclopent-2-ene-1-carboxylate